CN1N=C(C(=C1[N+](=O)[O-])NCCO)[N+](=O)[O-] 1-methyl-4-(2'-hydroxyethyl)amino-3,5-dinitropyrazole